2-((5-(6-(2,2-dimethyl-1,3-dioxolane-4-carbonyl)-2,6-diazaspiro[3.3]heptan-2-yl)-2-ethyl-6-methylpyrazolo[1,5-a]pyridin-3-yl)(methyl)amino)-4-(4-fluorophenyl)thiazole-5-carbonitrile CC1(OCC(O1)C(=O)N1CC2(CN(C2)C2=CC=3N(C=C2C)N=C(C3N(C=3SC(=C(N3)C3=CC=C(C=C3)F)C#N)C)CC)C1)C